CC=1C(=C2C=NNC2=CC1)NC(=O)C1=CN=C(S1)NC1=CC(=CC=C1)C(=O)N1CCCC1 N-(5-Methyl-1H-indazol-4-yl)-2-((3-(pyrrolidine-1-carbonyl)phenyl)amino)thiazole-5-carboxamide